FC(C(=O)O)(F)F.N[C@@H]1CN(CC[C@@H]1C)C1=NC2=C(N1CC1=CC=C(C#N)C=C1)C=CC=C2 4-((2-((3S,4S)-3-amino-4-methylpiperidin-1-yl)-1H-benzo[d]imidazol-1-yl)methyl)benzonitrile 2,2,2-trifluoroacetate